(prop-1-yn-1-yl)pyrazine C(#CC)C1=NC=CN=C1